bis-[3-(triethoxysilyl)-propyl] disulfide C(C)O[Si](CCCSSCCC[Si](OCC)(OCC)OCC)(OCC)OCC